C1(CCC1)NC(=O)C1=CC(=NN1[C@@H](C)C1=CC=CC=C1)C(=O)NC (S)-N5-Cyclobutyl-N3-methyl-1-(1-phenylethyl)-1H-pyrazole-3,5-dicarboxamide